(4-(2,3-difluoro-4-(1H-pyrazol-4-yl)phenyl)-3,6-dihydropyridin-1(2H)-yl)(pyrrolidin-1-yl)methanone FC1=C(C=CC(=C1F)C=1C=NNC1)C=1CCN(CC1)C(=O)N1CCCC1